6-(trifluoromethyl)nicotinamide HCl Cl.FC(C1=NC=C(C(=O)N)C=C1)(F)F